ClC1=C(C#N)C(=CC=N1)NC1=CC2=C(N(C(N2C[C@H]2[C@@](CCC2)(C)O)=O)C)C=C1 2-chloro-4-((3-(((1S,2S)-2-hydroxy-2-methylcyclopentyl)methyl)-1-methyl-2-oxo-2,3-dihydro-1H-benzo[d]imidazol-5-yl)amino)nicotinonitrile